4-(1-hydroxyethyl)-6,7-bis[2-(methoxycarbonyl)ethyl]-1,3,5,8-tetramethyl-2-vinylporphyrin OC(C)C12C(=C(C(N1)(C=C1C=CC(C=C3C=CC(=CC=4C(=C(C(C2C)(N4)CCC(=O)OC)CCC(=O)OC)C)N3)=N1)C)C=C)C